(1S,2R)-2-((S)-5-chloro-8-((3-methyl-1,2,4-oxadiazol-5-yl)methoxy)-1-((2-oxopyrrolidin-1-yl)methyl)-1,2,3,4-tetrahydroisoquinoline-2-carbonyl)-1-methylcyclohexane-1-carboxylic acid ClC1=C2CCN([C@@H](C2=C(C=C1)OCC1=NC(=NO1)C)CN1C(CCC1)=O)C(=O)[C@H]1[C@](CCCC1)(C(=O)O)C